2-chloro-4-((4-(1-methyl-4-(trifluoromethyl)-1H-imidazol-2-yl)benzyl)amino)quinazoline-5-carboxylic acid methyl ester COC(=O)C=1C=2C(=NC(=NC2C=CC1)Cl)NCC1=CC=C(C=C1)C=1N(C=C(N1)C(F)(F)F)C